ClC=1C=C(C=C(C1)Cl)C(C1=CC=CC=C1)(Cl)C(=O)N1C(=O)NC(=O)C1 3,5-dichlorophenyl-hydantoinformyl-chlorotoluene